2,3,3-tetrafluoro-1-propanol C(C(C(F)F)(F)F)O